CN(C(O)=O)C1=NC2=C(N1)C=CC(=C2)C2=NNC(C1=C(C=CC(=C21)Cl)Cl)=O.NC2=CC=C(OC1=CC=C(C=C1)C(C(F)(F)F)(C(F)(F)F)C1=CC=C(C=C1)OC1=CC=C(C=C1)N)C=C2 2,2-bis[4-(4-aminophenoxy)phenyl]-1,1,1,3,3,3-hexafluoropropane Methyl-(5-(5,8-dichloro-4-oxo-3,4-dihydrophthalazin-1-yl)-1H-benzimidazol-2-yl)carbamate